6-(2,6-dichlorophenyl)-8-methyl-2-((5-((3-methylpyridin-2-yl)methoxy)pyridin-2-yl)amino)pyrido[2,3-d]pyrimidin-7(8H)-one ClC1=C(C(=CC=C1)Cl)C1=CC2=C(N=C(N=C2)NC2=NC=C(C=C2)OCC2=NC=CC=C2C)N(C1=O)C